CN1C2=C(N(C[C@@H](C1=O)NC(C(=O)N[C@H](C)C1=CC=CC=C1)=O)C)C=CC(=C2)C#CCN2CCOCC2 N1-((S)-1,5-dimethyl-8-(3-morpholinoprop-1-yn-1-yl)-2-oxo-2,3,4,5-tetrahydro-1H-benzo[b][1,4]diazepin-3-yl)-N2-((R)-1-phenylethyl)oxalamide